6-(4-methoxypyrrolo[2,1-f][1,2,4]triazin-5-yl)-2-methyl-1-((5-methyl-1,2-oxazol-3-yl)methyl)-1H-imidazo[4,5-b]pyridine COC1=NC=NN2C1=C(C=C2)C=2C=C1C(=NC2)N=C(N1CC1=NOC(=C1)C)C